FC1=CC(=C(C=C1)N1C(C(=CC=C1C1(CC1)C)C(=O)O)=O)C 1-(4-fluoro-2-methylphenyl)-6-(1-methylcyclopropyl)-2-oxo-1,2-dihydropyridine-3-carboxylic acid